1,7-diphenylmethyl 4-[2-(tert-butoxy)-2-oxoethyl]-1,4,7,10-tetraazacyclododecane-1,7-dicarboxylate C(C)(C)(C)OC(CN1CCN(CCNCCN(CC1)C(=O)OCC1=CC=CC=C1)C(=O)OCC1=CC=CC=C1)=O